7-[2-[(4-methoxyphenyl)-methylamino]-4,6-dimethyl-7H-pyrrolo[2,3-d]pyrimidin-5-yl]-1,3-benzodioxole-4-carbonitrile COC1=CC=C(C=C1)N(C=1N=C(C2=C(N1)NC(=C2C2=CC=C(C1=C2OCO1)C#N)C)C)C